6-((1,5-dimethyl-1H-pyrazol-3-yl)amino)-4-((4-(5-(dimethylcarbamoyl)pyrazin-2-yl)-3-methoxypyridin-2-yl)amino)-N-(methyl-d3)pyridazine-3-carboxamide CN1N=C(C=C1C)NC1=CC(=C(N=N1)C(=O)NC([2H])([2H])[2H])NC1=NC=CC(=C1OC)C1=NC=C(N=C1)C(N(C)C)=O